6-(methylsulfonyl)-1,3-diphenyl-1H-pyrazolo[3,4-d]pyrimidine CS(=O)(=O)C1=NC=C2C(=N1)N(N=C2C2=CC=CC=C2)C2=CC=CC=C2